7-(1-hydroxy-6-methoxy-3,4-dihydro-2,1-benzoxaborinin-7-yl)cinnolin-4-amine trifluoroacetic acid salt FC(C(=O)O)(F)F.OB1OCCC2=C1C=C(C(=C2)OC)C2=CC=C1C(=CN=NC1=C2)N